5-(4-Fluorobenzenesulfonyl)-N-[(1S)-1-phenylethyl]-1H,2H,3H,4H,5H,6H-pyrrolo[3,4-c]pyrrole-2-carboxamide FC1=CC=C(C=C1)S(=O)(=O)N1CC2=C(C1)CN(C2)C(=O)N[C@@H](C)C2=CC=CC=C2